(S)-3-((tert-butoxycarbonyl)amino)-2-(4-chlorophenyl)propanoic acid C(C)(C)(C)OC(=O)NC[C@@H](C(=O)O)C1=CC=C(C=C1)Cl